C(C)(C)(C)OC(=O)N1CC2(C1)CN(CC2C(F)F)C(=O)OCC2=CC=CC=C2 8-(difluoromethyl)-2,6-diazaspiro[3.4]octane-2,6-dicarboxylic acid 6-benzyl 2-(tert-butyl) ester